(±)-3-(difluoromethoxy)piperidine FC(O[C@H]1CNCCC1)F |r|